C(CCC)(=O)OCCCCCCCCCCCCCCCCCCCCCCCC n-tetracosyl butanoate